N-[3-chloro-1-(pyridin-3-yl)-1H-pyrazol-4-yl]-N-ethyl-3-(3,3,3-trifluoropropylthio)propanamide methyl-R-(+)-2-phenoxylactate COC([C@@](O)(C)OC1=CC=CC=C1)=O.ClC1=NN(C=C1N(C(CCSCCC(F)(F)F)=O)CC)C=1C=NC=CC1